[N+](=O)([O-])C1=CC=C(C=C1)NC(=O)NC=CC(=O)O 3-{[(4-nitrophenyl)carbamoyl]amino}prop-2-enoic acid